(6S,9S,12S,15S,18R,19R)-9-(aminomethyl)-12-cyclohexyl-19-(3,3-dimethylbutyl)-6-((S)-1-hydroxyethyl)-15-isobutyl-16,18-dimethyl-1-oxa-4,7,10,13,16-pentaazanonadecan NC[C@@H](CN[C@@H](CNCCO)[C@H](C)O)NC[C@@H](NC[C@@H](N(C[C@@H](CCCC(C)(C)C)C)C)CC(C)C)C1CCCCC1